N1-[2-(4-amino-1H-imidazo[4,5-c]quinolin-1-yl)butyl]-2-phenoxy-benzamide NC1=NC=2C=CC=CC2C2=C1N=CN2C(CNC(C2=C(C=CC=C2)OC2=CC=CC=C2)=O)CC